(S)-(2-amino-3-hydroxyphenyl)(2-(hydroxymethyl)pyrrolidin-1-yl)methanone NC1=C(C=CC=C1O)C(=O)N1[C@@H](CCC1)CO